Tris(hydroxymethyl)aminomethane HCl C(C(CO)(CO)N)O.Cl